4-ethynyl-pentafluorophenol C(#C)C1=C(C(=C(C(=C1F)F)OF)F)F